N-(2,6-difluorophenyl)thiourea FC1=C(C(=CC=C1)F)NC(=S)N